O1C(=CC=C1)C(=O)N1C=NC=C1 1-(2-furoyl)-imidazole